5,6,6a,7,9,10-hexahydro-8H-pyrazino[1',2':4,5]pyrazino[2,3-c]pyridazin C1=C2C(=NN=C1)NCC1N2CCNC1